N1N=NC2=NC(=CC=C21)C=2C=CC(=C(C(=O)NC1=CC(=C(C=C1)OC(C)C1CC1)F)C2)F 5-(1H-[1,2,3]triazolo[4,5-b]pyridin-5-yl)-N-(4-(1-cyclopropylethoxy)-3-fluorophenyl)-2-fluorobenzamide